2-diethylamino-2,4,4,6,6-pentamethylcyclotrisiloxane C(C)N([Si]1(O[Si](O[Si](O1)(C)C)(C)C)C)CC